N-(3-fluoro-5-(1-(4-fluorophenyl)-1H-pyrazol-4-yl)benzyl)-8-(spiro[3.3]hept-2-yl)-7H-purine-6-carboxamide FC=1C=C(CNC(=O)C2=C3NC(=NC3=NC=N2)C2CC3(C2)CCC3)C=C(C1)C=1C=NN(C1)C1=CC=C(C=C1)F